C(#C)C=1C(=CC=C2C=CC=C(C12)C1=C(C=2N=C(N=C(C2C=N1)N1C[C@H]2CC[C@@H](C1)O2)N2CCN(CC2)C)F)F (1R,5S)-3-(7-(8-ethynyl-7-fluoronaphthalen-1-yl)-8-fluoro-2-(4-methylpiperazin-1-yl)pyrido[4,3-d]pyrimidin-4-yl)-8-oxa-3-azabicyclo[3.2.1]octane